Cl.N[C@H](CNC(=O)C=1NC2=CC(=CC=C2C1)C1=CC=C(C=C1)F)CCC(C1CC1)N N-((2S)-2,5-diamino-5-cyclopropylpentyl)-6-(4-fluorophenyl)-1H-indole-2-carboxamide hydrochloride